FC(COC=1C(=NC=C(C1)F)OC=1C=CC=2N(N1)C=C(N2)C(=O)NC2(CCS(CC2)(=O)=O)C)F 6-[[3-(2,2-Difluoroethoxy)-5-fluoro-2-pyridyl]oxy]-N-(4-methyl-1,1-dioxo-thian-4-yl)imidazo[1,2-b]pyridazine-2-carboxamide